(S)-S-(3-phenyl-3-(5-(4-(trifluoromethyl)phenyl)-1,2,3,4-tetrahydroisoquinoline-2-carboxamido)propyl)ethanethioate C1(=CC=CC=C1)[C@H](CCS=C(C)[O-])NC(=O)N1CC2=CC=CC(=C2CC1)C1=CC=C(C=C1)C(F)(F)F